C(C)(C)(C)OC(=O)N1CC(CC1)(C(F)(F)F)OCCN1C(NC(C2=C1C=CN2)=O)=S 3-(2-(2-thioxo-4-oxo-1,2,3,5-tetrahydro-4H-pyrrolo[3,2-d]pyrimidin-1-yl)ethoxy)-3-(trifluoromethyl)pyrrolidine-1-carboxylic acid tert-butyl ester